3-((2-hexyldecanoyl)oxy)-2-(hydroxymethyl)propyl (9Z,12Z)-octadeca-9,12-dienoate C(CCCCCCC\C=C/C\C=C/CCCCC)(=O)OCC(COC(C(CCCCCCCC)CCCCCC)=O)CO